COC=1C(=CC2=CN(N=C2C1)C1CCC2(COC(N2C)=O)CC1)C(=O)O 6-methoxy-2-((5s,8s)-1-methyl-2-oxo-3-oxa-1-azaspiro[4.5]dec-8-yl)-2H-indazole-5-carboxylic acid